2-mercapto-1-(2-(5-(p-tolyl)-1H-imidazol-2-yl)piperidin-1-yl)propan-1-one SC(C(=O)N1C(CCCC1)C=1NC(=CN1)C1=CC=C(C=C1)C)C